2-((1-(2-ethynyl-3-(4-fluorophenyl)-7-methylquinolin-5-yl)ethyl)amino)benzoic acid C(#C)C1=NC2=CC(=CC(=C2C=C1C1=CC=C(C=C1)F)C(C)NC1=C(C(=O)O)C=CC=C1)C